3,5-diphenyl-pyrazole C1(=CC=CC=C1)C1=NNC(=C1)C1=CC=CC=C1